C(C)(=O)C1=NN(C2=CC=C(C=C12)C=1C=NC(=NC1)C)CC(=O)N1[C@@H]2C[C@@H]2C[C@H]1C(=O)NC1=NC(=CC=C1C)Br (1R,3S,5R)-2-(2-(3-acetyl-5-(2-methylpyrimidin-5-yl)-1H-indazol-1-yl)acetyl)-N-(6-bromo-3-methylpyridin-2-yl)-2-azabicyclo[3.1.0]hexane-3-carboxamide